FC=1C=C(C(=O)N=S(C2=NC=CC=C2)(=O)C)C=CC1C1=NOC(=N1)C(F)(F)F 3-fluoro-N-(methyl-(oxo)(pyridin-2-yl)-lambda6-sulfanylidene)-4-(5-(trifluoromethyl)-1,2,4-oxadiazol-3-yl)benzamide